BrC1=CC(=C(C=C1)N1CCOCC1)CN1CCC(CC1)OC 4-(4-bromo-2-((4-methoxypiperidin-1-yl)methyl)phenyl)morpholine